tert-butyl 4-[[4-[1-(4-chlorophenyl)-7-isopropoxy-6-methoxy-3-oxo-1,4-dihydroisoquinolin-2-yl]phenyl]-methyl-carbamoyl]piperidine-1-carboxylate ClC1=CC=C(C=C1)C1N(C(CC2=CC(=C(C=C12)OC(C)C)OC)=O)C1=CC=C(C=C1)N(C(=O)C1CCN(CC1)C(=O)OC(C)(C)C)C